N(N)C1=C2C(=NC(N1)=O)SC(=C2C)C 4-hydrazino-5,6-dimethyl-3H-thieno[2,3-D]pyrimidin-2-one